BrC1=CC=C(C(=N1)[C@@](CC(=O)OCC)(C)N[S@](=O)C(C)(C)C)Cl (S)-ethyl 3-(6-bromo-3-chloropyridin-2-yl)-3-((R)-1,1-dimethylethylsulfinamido)butanoate